COC(OC)N(C)C (dimethoxymethyl)dimethylamine